1-[4-(cyanomethyl)-1-[(2-cyanophenyl)methyl]-4-piperidyl]-3-(cyclopropanecarbonylamino)pyrazole-4-carboxamide C(#N)CC1(CCN(CC1)CC1=C(C=CC=C1)C#N)N1N=C(C(=C1)C(=O)N)NC(=O)C1CC1